2-(6-{5-chloro-2-[(oxan-4-yl)amino]pyrimidin-4-yl}-1-oxo-2,3-dihydro-1H-isoindol-2-yl)-N-{1-[4-(1H-pyrrol-1-yl)phenyl]ethyl}acetamide ClC=1C(=NC(=NC1)NC1CCOCC1)C1=CC=C2CN(C(C2=C1)=O)CC(=O)NC(C)C1=CC=C(C=C1)N1C=CC=C1